4,4-Methylenedianiline C1=CC(=CC=C1CC2=CC=C(C=C2)N)N